2,4-dichlorodibenzo[b,f][1,4]oxazepin ClC=1C=C(C2=C(C=NC3=C(O2)C=CC=C3)C1)Cl